1,1',2,5'-tetrahydrospiro[indole-3,2'-pyrrole]-2,5'-dione N1C2(C=CC1=O)C(NC1=CC=CC=C12)=O